N-oleoyl-ethanolamine C(CCCCCCC\C=C/CCCCCCCC)(=O)NCCO